3-(5-(7-(1-methyl-1H-pyrazol-4-yl)quinolin-5-yl)-pyrazin-2-yl)-3,6-diazabicyclo[3.1.1]heptane CN1N=CC(=C1)C1=CC(=C2C=CC=NC2=C1)C=1N=CC(=NC1)N1CC2NC(C1)C2